N=C1SCC(N1)C(=O)NC1CCC(CC1)NC1=CC(=NC2=CC=C(C=C12)Cl)C(F)(F)F 2-imino-N-[(1s,4s)-4-{[6-chloro-2-(trifluoromethyl)quinolin-4-yl]amino}cyclohexyl]-1,3-thiazolidine-4-carboxamide